FC=1C=C(C=C(C1)C(C)(C)O)S(=O)(=O)N 3-fluoro-5-(2-hydroxypropan-2-yl)benzenesulfonamide